methyl 2-bromo-4-chloro-5-fluoro-benzoate BrC1=C(C(=O)OC)C=C(C(=C1)Cl)F